(2S)-2-Amino-3-(4-cyanophenyl)-N-(2-oxoazepan-3-yl)propanamide N[C@H](C(=O)NC1C(NCCCC1)=O)CC1=CC=C(C=C1)C#N